N1N=C(C2=CC=CC=C12)C=1NC2=C(C=NC=C2)N1 2-(1H-indazole-3-yl)-1H-imidazo[4,5-C]pyridine